Cl.NC1CC(CC1)O 3-aminocyclopentan-1-ol hydrochloride